N-benzyl-N-(1-butylpiperidin-4-yl)-6-chloro-1H-indazole-3-carboxamide C(C1=CC=CC=C1)N(C(=O)C1=NNC2=CC(=CC=C12)Cl)C1CCN(CC1)CCCC